(1-((5-methyl-1H-1,2,4-triazole-3-yl)sulfonyl)pyrrolidin-3-yl)methanone CC1=NC(=NN1)S(=O)(=O)N1CC(CC1)C=O